COC1=CC=C(C=C1)C1=CN=C(N1C)C(=O)O 5-(4-methoxyphenyl)-1-methyl-imidazole-2-carboxylic acid